The molecule is a 1,2-diacyl-sn-glycero-3-phosphoethanolamine in which the 1- and 2-acyl groups are specified as (11Z)-octadecenoyl and (13Z,16Z)-docosadienoyl respectively. It has a role as a metabolite. CCCCCC/C=C\\CCCCCCCCCC(=O)OC[C@H](COP(=O)(O)OCCN)OC(=O)CCCCCCCCCCC/C=C\\C/C=C\\CCCCC